ClC1=CC(=C(C=C1)NC=1C=C2C(=NC1C=1C=3C(C(N(C1)C)=O)=CN(N3)C)N(C=C2)COCC[Si](C)(C)C)F 7-(5-((4-chloro-2-fluorophenyl)amino)-1-((2-(trimethylsilyl)ethoxy)methyl)-1H-pyrrolo[2,3-b]pyridin-6-yl)-2,5-dimethyl-2,5-dihydro-4H-pyrazolo[4,3-c]pyridin-4-one